Methyl 3-(3-(((4-chlorophenyl)thiocarbamoyl)oxy)azetidin-1-yl)-2-(1H-pyrrol-1-yl)benzoate ClC1=CC=C(C=C1)NC(=S)OC1CN(C1)C=1C(=C(C(=O)OC)C=CC1)N1C=CC=C1